C(CCCCC(=O)O)(=O)O.C(CCCCCCCC)(O)O nonanediol adipate